tert-butyl ((3R,6S)-6-(5-(trans-2-((trifluoromethoxy)methyl)cyclopropyl)-1,3,4-oxadiazol-2-yl)tetrahydro-2H-pyran-3-yl)carbamate FC(OC[C@H]1[C@@H](C1)C1=NN=C(O1)[C@@H]1CC[C@H](CO1)NC(OC(C)(C)C)=O)(F)F